C[C@]1(NSC2=C1C=CC=C2)C(=O)O (R)-3-methyl-2,3-dihydrobenzo[d]isothiazole-3-carboxylic acid